CC1=C(C(=O)OCC2=CC=3C(=NC=C(N3)C3=NC(=CN=C3)C3CC3)C=N2)C=CC(=C1OC)CN1C=CC=2N=C(N=C(C21)Cl)N (2-(6-cyclopropylpyrazin-2-yl)pyrido[3,4-b]pyrazin-7-yl)methanol methyl-4-[(2-amino-4-chloro-pyrrolo[3,2-d]pyrimidin-5-yl)methyl]-3-methoxybenzoate